CC=1N=COC1C(=O)OCC ethyl 4-methyl-1,3-oxazole-5-carboxylate